(2-(benzo[c][1,2,5]oxadiazol-5-ylmethoxy)-4-((3'-(3-(bis(2-hydroxyethyl)amino)propoxy)-2-bromo-[1,1'-biphenyl]-3-yl)methoxy)-5-chlorobenzyl)-D-serine N=1ON=C2C1C=CC(=C2)COC2=C(CN[C@H](CO)C(=O)O)C=C(C(=C2)OCC=2C(=C(C=CC2)C2=CC(=CC=C2)OCCCN(CCO)CCO)Br)Cl